C1(CC1)C1=C(C(=NO1)C1=C(C=CC=C1Cl)Cl)COC1=CC=C2C(=N1)CCC1=C(O2)C=C(C(=C1)O)C(=O)O 2-((5-cyclopropyl-3-(2,6-dichlorophenyl)isoxazol-4-yl)methoxy)-8-hydroxy-10,11-dihydrobenzo[6,7]oxepino[3,2-b]pyridine-7-carboxylic acid